(3R)-N-[2,4-difluoro-3-[8-methyl-7-oxo-2-(3-phenylpropylamino)pyrido[2,3-d]pyrimidin-6-yl]phenyl]-3-fluoropyrrolidine-1-sulfonamide FC1=C(C=CC(=C1C1=CC2=C(N=C(N=C2)NCCCC2=CC=CC=C2)N(C1=O)C)F)NS(=O)(=O)N1C[C@@H](CC1)F